C(\C=C\C(=O)O)(=O)O.COC(=O)N1CC2N(C(N(C(C2)=O)CCCCN2CCN(CC2)C2=NSC3=C2C=CC=C3)=O)CC1 7-[4-(4-Benzo[d]isothiazol-3-yl-piperazin-1-yl)-butyl]-6,8-dioxo-octahydro-pyrazino[1,2-c]pyrimidine-2-carboxylic acid methyl ester fumarate